2'-(3-amino-2-chlorophenyl)-3'-chloro-6-methoxy-[2,4'-bipyridine]-5-carbaldehyde NC=1C(=C(C=CC1)C1=NC=CC(=C1Cl)C1=NC(=C(C=C1)C=O)OC)Cl